N1(CCNCC1)C1=CC(=NC(=N1)C=1C=NC2=CC=CC=C2C1)N 6-(piperazin-1-yl)-2-(quinolin-3-yl)pyrimidin-4-amine